O1COC2=C1C=CC(=C2)C2CC(=CC(C2)=O)CCCCCC 5-(1,3-benzodioxol-5-yl)-3-hexyl-cyclohexenone